1-[2-[(2R,5R)-5-methyl-2-[[(3R)-3-methylmorpholin-4-yl]methyl]piperazin-1-yl]acetyl]-2H-indole-3-carboxamide trihydrochloride Cl.Cl.Cl.C[C@H]1NC[C@@H](N(C1)CC(=O)N1CC(C2=CC=CC=C12)C(=O)N)CN1[C@@H](COCC1)C